1-(8-(((5,6-dichloro-1H-benzo[d]imidazol-2-yl)methyl)(4-methoxybenzyl)amino)-3-(trifluoromethyl)imidazo[1,2-b]pyridazin-6-yl)-3-hydroxyazetidine-3-carbonitrile ClC1=CC2=C(NC(=N2)CN(C=2C=3N(N=C(C2)N2CC(C2)(C#N)O)C(=CN3)C(F)(F)F)CC3=CC=C(C=C3)OC)C=C1Cl